FC(C1=NC=CC(=C1)NC1=CC2=C(N=C(S2)N2C(C3C4C=CC(C3C2=O)C4)=O)C=C1)(F)F 4-[6-[[2-(trifluoromethyl)-4-pyridinyl]amino]-1,3-benzothiazol-2-yl]-4-azatricyclo[5.2.1.02,6]dec-8-ene-3,5-dione